CN(S(=O)(=O)C=1C=C(C(=O)O)C=CC1NCCCCCCCC(F)(F)F)C 3-(dimethyl-sulfamoyl)-4-(8,8,8-trifluorooctylamino)benzoic acid